5-(3-(((1r,4r)-4-(5-chloro-2-(difluoromethyl)nicotinamido)cyclohexyl)methyl)-7-methoxy-2-oxo-2,3-dihydro-1H-benzo[d]imidazol-1-yl)-N-methylpicolinamide ClC=1C=NC(=C(C(=O)NC2CCC(CC2)CN2C(N(C3=C2C=CC=C3OC)C=3C=CC(=NC3)C(=O)NC)=O)C1)C(F)F